N(=C=O)C=1NC2=CC=CC=C2C1 2-Isocyanato-1H-indole